C1(CCCC1)C1=CC2=C(C=NC=N2)C=C1 7-cyclopentylbenzopyrimidine